3,6-dimethyl-2-ethylpyrazine CC=1C(=NC(=CN1)C)CC